NC1=CC(=C(C=C1)C1=C(C=C(C=C1)N)O)O 4,4'-diamino-2,2'-dihydroxybiphenyl